C(#N)C=1C(=NC(=C(C1CC)C#N)N1CC(C1)O)SC1(CC=CC=C1)CC(=O)N 2-((3,5-dicyano-4-ethyl-6-(3-hydroxyazetidin-1-yl)pyridin-2-yl)sulfanyl)-2-benzeneAcetamide